3-(Furan-3-yl)aniline O1C=C(C=C1)C=1C=C(N)C=CC1